2-(2-hydroxy-3,5-di-tert-amyl-phenyl)benzotriazole OC1=C(C=C(C=C1C(C)(C)CC)C(C)(C)CC)N1N=C2C(=N1)C=CC=C2